(S)-2-amino-1-(3-hydroxy-2,6-dimethylphenyl)-5,6-dimethyl-N-(1H-pyrazol-3-yl)-1H-pyrrolo[2,3-b]pyridine-3-carboxamide NC1=C(C=2C(=NC(=C(C2)C)C)N1C1=C(C(=CC=C1C)O)C)C(=O)NC1=NNC=C1